2,2'-(1,2-phenylene)bis(propane-2-amine) C1(=C(C=CC=C1)C(C)(C)N)C(C)(C)N